N1=CC(=C2OCCCN21)N 6,7-dihydro-5H-pyrazolo[5,1-b][1,3]oxazin-3-amine